6-([11C]methylamino)pyridine-3-yl(buta-1-en-3-ynyl)quinoline-6-ol [11CH3]NC1=CC=C(C=N1)C=1C(=NC2=CC=C(C=C2C1)O)C=CC#C